C1(CC1)S(=O)(=O)N1N=CC(=C1)C1=NC=CC(=N1)NC1=NC=C(C(=C1)N1CCC(CC1)O)C#CC=1C=NN(C1)C (2-((2-(1-(cyclopropylsulfonyl)-1H-pyrazol-4-yl)pyrimidin-4-yl)amino)-5-((1-methyl-1H-pyrazol-4-yl)ethynyl)pyridin-4-yl)piperidin-4-ol